[Cl-].C[Si](C)(C)N([Si](C)(C)C)[Hf+3].[Cl-].[Cl-] bis(trimethylsilyl)aminohafnium (IV) chloride